C(C=C)(=O)OCCOC(C=1C(C(=O)[O-])=CC=CC1)=O 2-Acryloyloxyethyl-phthalate